1,4-cyclohexanedi-amine C1(CCC(CC1)N)N